2-(2-(2-methoxyethoxy)ethoxy)acethydrazide COCCOCCOCC(=O)NN